NC1=CC(=C(OC=2C=CC(N(N2)C2CC2)=O)C(=C1)Cl)Cl 6-(4-Amino-2,6-dichlorophenoxy)-2-cyclopropylpyridazin-3(2H)-one